O=C1N=C2C=CC=CC2=C1.[C] carbon oxoindole